[BH4-].[Na+].COC1=NC2=CC=CC=C2C=C1CO (2-Methoxyquinolin-3-yl)methanol Sodium borohydride